1-((1-acryloylazetidin-3-yl)methyl)-7-chloro-4-(2,6-diisopropylphenyl)-6-(1-naphthyl)-1,4-dihydropyrido[2,3-b]pyrazine-2,3-dione C(C=C)(=O)N1CC(C1)CN1C2=C(N(C(C1=O)=O)C1=C(C=CC=C1C(C)C)C(C)C)N=C(C(=C2)Cl)C2=CC=CC1=CC=CC=C21